C(C1=CC=CC=C1)N1CC=2N=C(N=C(C2CC1)N1C(CN(CC1)C(=O)OC(C)(C)C)CO[Si](C1=CC=CC=C1)(C1=CC=CC=C1)C(C)(C)C)Cl tert-butyl 4-(7-benzyl-2-chloro-6,8-dihydro-5H-pyrido[3,4-d]pyrimidin-4-yl)-3-[[tert-butyl(diphenyl)silyl]oxymethyl]piperazine-1-carboxylate